(4-(cyclohexylsulfonyl)phenyl)diphenylsulfonium C1(CCCCC1)S(=O)(=O)C1=CC=C(C=C1)[S+](C1=CC=CC=C1)C1=CC=CC=C1